((2-(4-(difluoromethoxy)phenyl)thiazol-5-yl)methyl)-(2-fluorophenyl)quinoxaline-2-carboxamide FC(OC1=CC=C(C=C1)C=1SC(=CN1)CC1=C2N=C(C(=NC2=CC=C1)C(=O)N)C1=C(C=CC=C1)F)F